tert-Butyl 4-(4-(5-(4-(1-(tert-butoxycarbonyl)-1,2,3,6-tetrahydro pyridin-4-yl)-2-(trifluoromethyl)phenyl)-1,3,4-oxadiazol-2-yl)phenyl)-5,6-dihydropyridine-1(2H)-carboxylate C(C)(C)(C)OC(=O)N1CCC(=CC1)C1=CC(=C(C=C1)C1=NN=C(O1)C1=CC=C(C=C1)C1=CCN(CC1)C(=O)OC(C)(C)C)C(F)(F)F